O(O)C(C)OO diperoxylethane